(S)-4-[[3-[2-(dimethylamino)ethyl]indol-5-yl]methyl]-2-oxazolidinone CN(CCC1=CNC2=CC=C(C=C12)C[C@@H]1NC(OC1)=O)C